N-(4-hydroxybutyryl)-3-(2-methoxypyridin-4-yl)alanine ethyl ester C(C)OC([C@@H](NC(CCCO)=O)CC1=CC(=NC=C1)OC)=O